TRICYCLO[5.2.1.0~2,6~]DEC-4-EN C12C3CC=CC3C(CC1)C2